(3R)-3-(4-chlorophenyl)-2-[(5-chloropyridin-2-yl)methyl]-6-[1-hydroxy-1-(1-methyl-1H-imidazol-5-yl)ethyl]-3-methoxy-2,3-dihydro-1H-isoindol-1-one ClC1=CC=C(C=C1)[C@@]1(N(C(C2=CC(=CC=C12)C(C)(C1=CN=CN1C)O)=O)CC1=NC=C(C=C1)Cl)OC